C(C)(=O)OC1[C@H](OC(C)=O)[C@H](OC(C)=O)[C@H](O1)COC(C)=O ribofuranose 1,2,3,5-tetraacetate